FC1=CC=C(C(=O)N2CCC(CC2)CN2N=C(C=CC2=O)N2N=CC=C2)C=C1 2-[[1-(4-fluorobenzoyl)piperidin-4-yl]methyl]-6-pyrazol-1-ylpyridazin-3-one